3-benzyloxy-4-fluoro-2-iodo-aniline C(C1=CC=CC=C1)OC=1C(=C(N)C=CC1F)I